CN1N=NC=C1C 1,5-Dimethyltriazole